N,N'-Diethyl-1,3-propanediamine C(C)NCCCNCC